tert-Butyl ((1S,4s)-4-(2-(((R)-2-(3-fluorophenyl)-2-hydroxyethyl)amino)-2-methylpropyl)cyclohexyl)carbamate FC=1C=C(C=CC1)[C@H](CNC(CC1CCC(CC1)NC(OC(C)(C)C)=O)(C)C)O